NC(CCC1CC1)(C1=CC(=CC=C1)C#N)C=1C=CC(=C(C1)NC(=O)[C@@H]1NC[C@](C1)(C1=CC=CC=C1)O)F (2R,4S)-N-(5-((-)-1-amino-1-(3-cyanophenyl)-3-cyclopropylpropyl)-2-fluorophenyl)-4-hydroxy-4-phenylpyrrolidine-2-carboxamide